1-(2-ethoxy-2-oxoethyl)-1-methylpiperidinium bromide [Br-].C(C)OC(C[N+]1(CCCCC1)C)=O